2-{3-[(3r,5s)-3-ethyl-5-methylpiperazin-1-yl]-1,2,4-triazin-6-yl}-5-(6-methoxypyrimidin-4-yl)phenol C(C)[C@@H]1CN(C[C@@H](N1)C)C=1N=NC(=CN1)C1=C(C=C(C=C1)C1=NC=NC(=C1)OC)O